CC1=CC=CC(=N1)CN([C@@H]1[C@H](CCCC1)NC=1C=CC=C2C=CC(=NC12)C)CC1=CC=CC2=CC=CC=C12 (1S,2S)-N1-((6-methylpyridin-2-yl)methyl)-N2-(2-methylquinolin-8-yl)-N1-(naphthalen-1-ylmethyl)cyclohexane-1,2-diamine